2-((3-chloro-5-methoxy-7-methyl-1H-indol-4-yl)methyl)-6-(difluoromethoxy)-2H-indazole ClC1=CNC2=C(C=C(C(=C12)CN1N=C2C=C(C=CC2=C1)OC(F)F)OC)C